ClC=1C=C(C=CC1)NC(=O)N1CC2(C1)CC(C2)N(C=2C1=C(N=CN2)NC=C1)C N-(3-chlorophenyl)-6-(methyl(7H-pyrrolo[2,3-d]pyrimidin-4-yl)amino)-2-azaspiro[3.3]heptane-2-carboxamide